C(CCCC#CCC#CCC#CCC#CCCCCC)(=O)O 5,8,11,14-eicosatetraynoic acid